4-(2-((2-methoxyethyl)((tetrahydrofuran-2-yl)methyl)amino)ethoxy)benzamide COCCN(CCOC1=CC=C(C(=O)N)C=C1)CC1OCCC1